(ADAMANTAN-1-YL)-2-((6-CYCLOPROPOXY-2-(METHYLTHIO)PYRIMIDIN-4-YL)OXY)ACETAMIDE C12(CC3CC(CC(C1)C3)C2)C(C(=O)N)OC2=NC(=NC(=C2)OC2CC2)SC